(S)-3-(3-(1-amino-2,3-dihydro-1H-inden-5-yl)-5-phenyl-3H-imidazo[4,5-b]pyridin-2-yl)pyridin-2-amine N[C@H]1CCC2=CC(=CC=C12)N1C(=NC=2C1=NC(=CC2)C2=CC=CC=C2)C=2C(=NC=CC2)N